N-(2,6-dichloro-4'-(cyclopropylsulfonyl)-[1,1'-biphenyl]-4-yl)-2-(4-(methylsulfonyl)phenyl)-3-hydroxypropionamide ClC1=C(C(=CC(=C1)NC(C(CO)C1=CC=C(C=C1)S(=O)(=O)C)=O)Cl)C1=CC=C(C=C1)S(=O)(=O)C1CC1